FC1=CC=CC(=C1C=O)O 6-fluoro-2-hydroxy-benzaldehyde